4-(2-{5-[(3R,5R)-3-amino-5-fluoropiperidine-1-carbonyl]-7-methoxy-1-methyl-1H-1,3-benzodiazol-2-yl}-1-(cyclopropylmethyl)-1H-pyrrolo[2,3-b]pyridin-6-yl)-3-methylphenol N[C@H]1CN(C[C@@H](C1)F)C(=O)C1=CC2=C(N(C(=N2)C2=CC=3C(=NC(=CC3)C3=C(C=C(C=C3)O)C)N2CC2CC2)C)C(=C1)OC